COC=1C=C2CCN(CC2=CC1NC1=NC=C2C(=N1)N(N=C2C)[C@@H]2CC[C@H](CC2)CO)C trans-[4-[6-[(6-methoxy-2-methyl-3,4-dihydro-1H-isoquinolin-7-yl)amino]-3-methyl-pyrazolo[3,4-d]pyrimidin-1-yl]cyclohexyl]methanol